(1S,4r)-1-methyl-4-((S)-4-methyl-3-((R)-1,1,1-trifluoro-2-hydroxypropan-2-yl)-4,5-dihydro-6H-isoxazolo[5,4-e]indazol-6-yl)cyclohexane CC1CCC(CC1)N1N=CC=2C3=C([C@@H](CC12)C)C(=NO3)[C@@](C(F)(F)F)(C)O